CSC1=NC=CC(=N1)C(=O)N 2-(methylthio)-4-pyrimidine-carboxamide